ClC=1C(=C(C=CC1)NC1=CC=NC(=C1C(=O)O)F)OCC1CC1 4-((3-chloro-2-(cyclopropylmethoxy)phenyl)amino)-2-fluoronicotinic acid